CN1C(C[C@H](C(=O)O)NC1=O)=O 1-methyl-D-4,5-dihydroorotic acid